3',5'-dibenzoyl-2'-deoxy-2'-fluoro-2'-C-methyluridine C(C1=CC=CC=C1)(=O)[C@@]1([C@@]([C@@H](O[C@@H]1C(O)C(C1=CC=CC=C1)=O)N1C(=O)NC(=O)C=C1)(C)F)O